3-(2-(1,1-dimethylethylsulfinamido)propan-2-yl)-2-oxopyrrolidine-1-carboxylic acid tert-butyl ester C(C)(C)(C)OC(=O)N1C(C(CC1)C(C)(C)NS(=O)C(C)(C)C)=O